8-[(3aS,4S,6aS)-5-[(4-fluorophenyl)methyl]-4-methyl-1,3,3a,4,6,6a-hexahydropyrrolo[3,4-c]pyrrol-2-yl]-5-methyl-6-oxo-1,5-naphthyridine-2-carbonitrile FC1=CC=C(C=C1)CN1C[C@@H]2[C@H]([C@@H]1C)CN(C2)C2=CC(N(C=1C=CC(=NC21)C#N)C)=O